N-((2-(6-(1-hydroxy-3-azabicyclo[3.1.0]hexan-3-yl)pyridin-2-yl)-1,6-naphthyridin-7-yl)methyl)-4-methyl-3-(methylsulfonyl)benzamide OC12CN(CC2C1)C1=CC=CC(=N1)C1=NC2=CC(=NC=C2C=C1)CNC(C1=CC(=C(C=C1)C)S(=O)(=O)C)=O